(4-oxo-4H-quinolin-1-yl)-acetyl-(pyridin-3-ylmethylene)hydrazine tert-butyl-4-(3-(p-toluenesulfonyloxy)propyl)piperidine-1-carboxylate C(C)(C)(C)OC(=O)N1CCC(CC1)CCCOS(=O)(=O)C1=CC=C(C)C=C1.O=C1C=CN(C2=CC=CC=C12)N(N=CC=1C=NC=CC1)C(C)=O